BrC=1C=CC2=C(C(=CO2)C2(CC(C2)C=O)C#N)C1 1-(5-bromobenzofuran-3-yl)-3-formylcyclobutane-1-carbonitrile